CCCCCC/C(=C\\C1=CC=CC=C1)/C=O The molecule is a member of the class of cinnamaldehydes carrying a hexyl substituent at the alpha-position. It derives from an (E)-cinnamaldehyde.